(1-(4-nitrobenzyl)pyrrolidin-3-yl)methanone [N+](=O)([O-])C1=CC=C(CN2CC(CC2)C=O)C=C1